BrC=1C=C(C=C(C1)OC)C(C1=NN=CN1C)Cl 3-((3-bromo-5-methoxyphenyl)chloromethyl)-4-methyl-4H-1,2,4-triazole